COC=1C=C2CCN(CC2=CC1NC1=NC2=CC(=CC=C2C=N1)N1C(O[C@]2(C1)COCC2)=O)C |o1:26| (R or S)-3-{2-[(6-methoxy-2-methyl-1,2,3,4-tetrahydroisoquinolin-7-yl)amino]quinazolin-7-yl}-1,7-dioxa-3-azaspiro[4.4]nonan-2-one